NCC1=CC=C(C=C1)C1=CC(=CC=C1F)S(=O)(=O)N1CCC2(C[C@@H](CO2)NC[C@@H](COC2=CC(=CC=C2)S(=O)(=O)C2(CC2)CO)O)CC1 (S)-1-((S)-8-(4'-(aminomethyl)-6-fluorobiphenyl-3-ylsulfonyl)-1-oxa-8-azaspiro[4.5]decan-3-ylamino)-3-(3-(1-(hydroxymethyl)cyclopropylsulfonyl)phenoxy)propan-2-ol